ClC=1C=C2C3=C(NC2=C(C1)C=1C(=NC(=CC1)OC)Cl)C(=NC=C3)C 6-Chloro-8-(2-chloro-6-methoxy-pyridin-3-yl)-1-methyl-9H-pyrido[3,4-b]indole